imino-oxo-[3-(4,4,5,5-tetramethyl-1,3,2-dioxaborolan-2-yl)phenyl]-(trifluoromethyl)λ6-sulfane N=S(C(F)(F)F)(C1=CC(=CC=C1)B1OC(C(O1)(C)C)(C)C)=O